ClC1=C(C=CC=C1)C=1N=C2SC3=C(N2C1)C=CC(=C3)C(=O)NCCCN(CC)CC 2-(2-chlorophenyl)-N-(3-(diethylamino)propyl)benzo[d]imidazo[2,1-b]thiazole-7-carboxamide